(4-(5-((2S,3S)-3-((4-fluoro-3-methylphenyl)carbamoyl)-2-methylpyrrolidine-1-carbonyl)-1H-pyrrol-2-yl)-3,5-dimethyl-1H-pyrazol-1-yl)acetic acid FC1=C(C=C(C=C1)NC(=O)[C@@H]1[C@@H](N(CC1)C(=O)C1=CC=C(N1)C=1C(=NN(C1C)CC(=O)O)C)C)C